4-(3-Ethyl-4-methyl-5-oxo-4,5-dihydro-1H-1,2,4-triazol-1-yl)-5-fluoro-2-[(1S)-1-phenylethoxy]benzoic acid C(C)C1=NN(C(N1C)=O)C1=CC(=C(C(=O)O)C=C1F)O[C@@H](C)C1=CC=CC=C1